BrC1=CC=C(C=N1)N1N=C2C(=C1)C(N(C2)C(=O)OC(C)(C)C)=O tert-butyl 2-(6-bromopyridin-3-yl)-4-oxo-4,6-dihydropyrrolo[3,4-c]pyrazole-5(2H)-carboxylate